OCCN(C1=CC=CC=C1)CCO di(2-hydroxyethyl)aniline